5-(imidazo[1,2-a]pyridin-6-yl)-N-isopropylpyrrolo[2,1-f][1,2,4]triazin-2-amine N=1C=CN2C1C=CC(=C2)C=2C=CN1N=C(N=CC12)NC(C)C